N4-(3-chlorophenyl)-7-isopropyl-7H-pyrrolo[2,3-D]pyrimidine-2,4-diamine ClC=1C=C(C=CC1)NC=1C2=C(N=C(N1)N)N(C=C2)C(C)C